1-ethyl-1-propanesulfonate C(C)C(CC)S(=O)(=O)[O-]